FC(N1C=NC(=C1)/C=C/C=1N=C(SC1)NC(OC(C)(C)C)=O)(F)F tert-butyl (E)-(4-(2-(1-(trifluoromethyl)-1H-imidazol-4-yl)vinyl)thiazol-2-yl)carbamate